(1-isopropoxymethylamino)acetic acid tert-butyl ester C(C)(C)(C)OC(CNCOC(C)C)=O